[N+](=O)([O-])C1=C(C=CC(=C1)[N+](=O)[O-])NCCOCCOCCOCCOC[C@H]1OC[C@H]([C@@H]2[C@H]1OC(O2)(C)C)NC(C(F)(F)F)=O ((3aR,4R,7R,7aR)-4-(13-((2,4-dinitrophenyl)amino)-2,5,8,11-tetraoxatridecyl)-2,2-dimethyltetrahydro-4H-[1,3]dioxolo[4,5-c]pyran-7-yl)-2,2,2-trifluoroacetamide